(S,6S)-6-methoxy-N'-((3-(2-methoxypyridin-4-yl)bicyclo[4.2.0]octa-1(6),2,4-trien-2-yl)carbamoyl)-6,7-dihydro-5H-pyrazolo[5,1-b][1,3]oxazine-3-sulfonimidamide CO[C@H]1CN2C(OC1)=C(C=N2)[S@](=O)(N)=NC(NC=2C=1CCC1C=CC2C2=CC(=NC=C2)OC)=O